1,1-dichloro-3,3-difluoro-1-propene ClC(=CC(F)F)Cl